C(C)(C)(C)[Si](OC1(CC(C1)O)C(F)(F)F)(C)C 3-{[tert-butyl-(dimethyl)silyl]oxy}-3-(trifluoromethyl)cyclobutan-1-ol